The molecule is a deoxycortisol that is cortisol in which the hydroxy group at position 11 has been replaced by a hydrogen. It has a role as a mouse metabolite and a human metabolite. It is a glucocorticoid, a primary alpha-hydroxy ketone, a tertiary alpha-hydroxy ketone and a deoxycortisol. C[C@]12CCC(=O)C=C1CC[C@@H]3[C@@H]2CC[C@]4([C@H]3CC[C@@]4(C(=O)CO)O)C